BrC1=NC=CC=C1SCCCO 3-[(2-bromopyridin-3-yl)thio]propan-1-ol